C(CCCC)C(C(=O)O)CC.C(CCC)(=O)OCCCCC amyl butyrate (pentyl butyrate)